COC(=O)C12CCC(CC1)(CC2)C2=NNC(=C2)C2=CN=NC(=C2C(CO)C)C(=C)OCC 4-{5-[6-(1-ethoxyvinyl)-5-(1-hydroxypropan-2-yl)pyridazin-4-yl]-1H-pyrazol-3-yl}bicyclo[2.2.2]octane-1-carboxylic acid methyl ester